tert-Butyl 3-(3-aminopropoxy)propanoate NCCCOCCC(=O)OC(C)(C)C